2-(2-((4R)-2-oxabicyclo[2.2.1]heptan-4-yl)-2H-pyrazolo[3,4-b]pyridin-6-yl)-3-methyl-5-(trifluoromethyl)phenol C12OC[C@@](CC1)(C2)N2N=C1N=C(C=CC1=C2)C2=C(C=C(C=C2C)C(F)(F)F)O